N-[3-(2-chloro-5-fluorophenyl)-7-methoxy-1-oxo-6-{[(trideuteriomethyl)amino]methyl}-2,3-dihydro-1H-isoindol-4-yl]-5-fluoro-3-(trifluoromethyl)benzamide ClC1=C(C=C(C=C1)F)C1NC(C2=C(C(=CC(=C12)NC(C1=CC(=CC(=C1)F)C(F)(F)F)=O)CNC([2H])([2H])[2H])OC)=O